2-chloro-N,N-dimethyl-4-(1-(1-(1-phenylcyclobutanecarbonyl)piperidin-4-yl)azetidin-3-ylamino)benzamide ClC1=C(C(=O)N(C)C)C=CC(=C1)NC1CN(C1)C1CCN(CC1)C(=O)C1(CCC1)C1=CC=CC=C1